(R)-N-[[4-fluoro-2-(methylaminomethyl)phenyl]methyl]-4-methyl-N-[2-oxo-2-[[(3R)-2-oxospiro[1H-pyrrolo[2,3-b]pyridine-3,2'-indan]-5'-yl]amino]ethyl]piperidine-4-carboxamide FC1=CC(=C(C=C1)CN(C(=O)C1(CCNCC1)C)CC(NC=1C=C2C[C@@]3(CC2=CC1)C(NC1=NC=CC=C13)=O)=O)CNC